2-((3-(methylcarbamoyl)-7-(trifluoromethyl)thieno[3,2-b]pyridin-5-yl)oxy)-7-azaspiro[3.5]nonane-7-carboxylic acid tert-butyl ester C(C)(C)(C)OC(=O)N1CCC2(CC(C2)OC2=CC(=C3C(=N2)C(=CS3)C(NC)=O)C(F)(F)F)CC1